C(CCCCCCCC=C)C1=CC(=C(C(=C1)C(C)C)O)C(C)C 4-(9-decenyl)-2,6-diisopropylphenol